CC1=CCC=CC1 2-methyl-1,4-cyclohexadiene